butylphenyl-3,5-di-tert-butyl-4-hydroxybenzoate C(CCC)C1=C(C(=C(C(=C1C(=O)[O-])C1=CC=CC=C1)C(C)(C)C)O)C(C)(C)C